ClC1=C(C(=O)NC2=C3C=NN(C3=CC=C2)C2=CC=C(C=C2)F)C=C(C=C1)CNC(=O)C1CCCC1 2-Chloro-5-{[(cyclopentylcarbonyl)amino]methyl}-N-[1-(4-fluorophenyl)-1H-indazol-4-yl]benzamide